N(=C=O)CO[Si](C)(C)CCC isocyanato-propyl-dimethylmethoxysilane